6-cyclopropyl-5-fluoropyridine-3,4-diamine C1(CC1)C1=C(C(=C(C=N1)N)N)F